C(C)[C@@H]1CC=2C(=NN(C2C(F)(F)F)CC(=O)N2[C@H]([C@H](CC2)N2CCOCC2)C2=C(C(=CC=C2)OC)C)[C@H]1C 2-[(5R,6S)-5-Ethyl-6-methyl-3-(trifluoromethyl)-5,6-dihydro-4H-cyclopenta[c]pyrazol-2-yl]-1-[(2S,3S)-2-(3-methoxy-2-methyl-phenyl)-3-morpholino-pyrrolidin-1-yl]ethanone